(S)-3-(3-chloro-4-fluorophenyl)-1-ethyl-1-(9-fluoro-6-oxo-1,4,5,6-tetrahydro-2H-pyrano[3,4-c]isoquinolin-1-yl)urea ClC=1C=C(C=CC1F)NC(N([C@@H]1COCC=2NC(C=3C=CC(=CC3C21)F)=O)CC)=O